(S)-7-isopropoxy-1-((5-oxopyrrolidin-2-yl)methoxy)-4-(piperidin-4-ylethynyl)isoquinoline-6-carboxamide C(C)(C)OC1=C(C=C2C(=CN=C(C2=C1)OC[C@H]1NC(CC1)=O)C#CC1CCNCC1)C(=O)N